C1C2N(CCN1CC1=C3C(=NC(=C1)C=1C=C4CN(C(C4=CC1)=O)C1C(NC(CC1)=O)=O)N(C=C3)C)CCC2 3-(5-(4-((hexahydropyrrolo[1,2-a]pyrazin-2(1H)-yl)methyl)-1-methyl-1H-pyrrolo[2,3-b]pyridin-6-yl)-1-oxoisoindolin-2-yl)piperidine-2,6-dione